(3-hydroxy-6-(4-methoxyphenyl)pyrazine-2-carbonyl)glycine methyl ester COC(CNC(=O)C1=NC(=CN=C1O)C1=CC=C(C=C1)OC)=O